pyrimido[1,2-a]pyridine N=1C=CCN2C1C=CC=C2